C1(CC1)CN([C@@H]1CC[C@H](CC1)N)C1=CC=C(C=C1)F trans-N-(cyclopropylmethyl)-N-(4-fluorophenyl)cyclohexane-1,4-diamine